5,6-Dihydroimidazo[1,2-d]pyrido[3,4-f][1,4]oxazepine N=1C=CN2CCOC3=C(C21)C=NC=C3